ClC=1C=C(C=CC1C(F)(F)F)NC(=O)N1[C@H]2CC[C@@H]1CC=1C=NC=CC12 (5S,8R)-N-(3-chloro-4-(trifluoromethyl)phenyl)-6,7,8,9-tetrahydro-5H-5,8-epimino-cyclohepta[c]pyridine-10-carboxamide